tert-butyl N-[(4-fluoro-1-methyl-6,7-dihydro-5H-cyclopenta[c]pyridin-6-yl)methyl]-N-[(2R)-2-hydroxy-2-[(SR)-2-oxooxazolidin-5-yl]ethyl]carbamate FC=1C2=C(C(=NC1)C)CC(C2)CN(C(OC(C)(C)C)=O)C[C@H]([C@@H]2CNC(O2)=O)O |&1:22|